(S)-2-amino-6-borono-2-((1R,3R)-3-(((S)-1,2,3,4-tetrahydroisoquinolin-3-yl)methylamino)cyclobutyl)hexanoic acid N[C@@](C(=O)O)(CCCCB(O)O)C1CC(C1)NC[C@@H]1NCC2=CC=CC=C2C1